3-(4-bromo-5-fluoro-1-oxoisoindolin-2-yl)piperidine-2,6-dione BrC1=C2CN(C(C2=CC=C1F)=O)C1C(NC(CC1)=O)=O